BrC1=C2C(NC(=NC2=CC(=C1)F)CCl)=O 5-bromo-2-(chloromethyl)-7-fluoroquinazolin-4(3H)-one